C(C)C(CP(OC(CCCCCC)C)([O-])[O-])CCCC (1-methylheptyl) (2-ethylhexyl)phosphite